3-methyl-3-((5-(trans-3-(4-(trifluoromethyl)phenyl)cyclobutoxy)-1H-indol-3-yl)carbamoyl)azetidine-1-carboxylic acid tert-butyl ester C(C)(C)(C)OC(=O)N1CC(C1)(C(NC1=CNC2=CC=C(C=C12)O[C@@H]1C[C@H](C1)C1=CC=C(C=C1)C(F)(F)F)=O)C